C(C1=CC=CC=C1)OC(=O)N=[S@](=O)(CC[C@H](C(F)(F)F)O[Si](CC)(CC)CC)CC[C@@H](C(=O)OC)NC(=O)OC(C)(C)C Methyl (S)-4-((R,3R)-N-((benzyloxy)carbonyl)-4,4,4-trifluoro-3-((triethylsilyl)oxy)butylsulfonimidoyl)-2-((tert-butoxycarbonyl)amino)butanoate